tert-butyl (R)-2-((1S,2S)-2-(2-fluorophenyl)-1-hydroxy-2-phenylethyl)pyrrolidine-1-carboxylate FC1=C(C=CC=C1)[C@@H]([C@H](O)[C@@H]1N(CCC1)C(=O)OC(C)(C)C)C1=CC=CC=C1